S1C=NC2=C1C=CC(=C2)[C@H](C)N2CCN(CC2)C2=NC=C(C=N2)[S@@](=O)(=NC)C (R)-(2-(4-((S)-1-(benzo[d]thiazol-5-yl)ethyl)piperazin-1-yl)pyrimidin-5-yl)(methyl)(methylimino)-λ6-sulfanone